Cyclohexyl-(3,4-Dihydro-2H-pyrido[3,2-b][1,4]oxazin-7-yl)methanone C1(CCCCC1)C(=O)C1=CC=2OCCNC2N=C1